ClC1=CC=C2C(=CN(C2=C1F)P(O)(O)=O)\C=C\1/NC(N(C1=O)CC1=CC(=C(C=C1)C#N)F)=O (Z)-(6-chloro-3-((1-(4-cyano-3-fluorobenzyl)-2,5-dioxoimidazolidin-4-ylidene)methyl)-7-fluoro-1H-indol-1-yl)phosphonic acid